1,2-bis(cyclohexylthio)benzene C1(CCCCC1)SC1=C(C=CC=C1)SC1CCCCC1